C(C)(C)(C)C=1C=CC=C2C=3C=CC=CC3P(OC12)=O 8-tert-butyl-9,10-dihydro-9-oxa-10-phosphaphenanthrene-10-oxide